tert-butyl 7-(6-(((5-bromo-7-((2-(trimethylsilyl)ethoxy)methyl)-7H-pyrrolo[2,3-d]pyrimidin-4-yl)amino)methyl)pyridin-2-yl)-4,7-diazaspiro[2.5]octane-4-carboxylate BrC1=CN(C=2N=CN=C(C21)NCC2=CC=CC(=N2)N2CCN(C1(CC1)C2)C(=O)OC(C)(C)C)COCC[Si](C)(C)C